FS(CC(C1=CC=CC=C1)(C1=CC=CC=C1)OCCCC#C)(F)(F)(F)F Pentafluoro-(2-(pent-4-yn-1-yloxy)-2,2-diphenylethyl)-λ6-sulfan